NC=1C=CC=2N(C3=CC=CC=C3C2C1)C 3-Amino-9-Methylcarbazol